C(C1=CC=CC=C1)C1=NOC2C(O1)C=CN([C@H]2C2=C(C=CC=C2)C(F)(F)F)C(=O)OC |o1:16| methyl (4R*,8S*,8S*)-benzyl-8-(2-(trifluoromethyl)phenyl)-8,8a-dihydropyrido[4,3-e][1,4,2]dioxazine-7(4aH)-carboxylate